methyl 4-(4-(3-cyano-4-((3-fluoropyridin-2-yl)thio)pyrazolo[1,5-a]pyridin-6-yl)-1H-pyrazol-1-yl)piperidine-1-carboxylate C(#N)C=1C=NN2C1C(=CC(=C2)C=2C=NN(C2)C2CCN(CC2)C(=O)OC)SC2=NC=CC=C2F